C(CCCCCCC)C1=CC=C(C=C1)OC1=CC=C(C=C1)CCCCCCCC 4-octylphenyl ether